tert-butyl (R)-4-(2-(3-(3-(ethoxycarbonyl)piperidin-1-yl)-5-(trifluoromethyl)phenoxy)-2-methylpropanoyl)piperazine-1-carboxylate C(C)OC(=O)[C@H]1CN(CCC1)C=1C=C(OC(C(=O)N2CCN(CC2)C(=O)OC(C)(C)C)(C)C)C=C(C1)C(F)(F)F